1-heneicosanoyl-2-(11Z,14Z-eicosadienoyl)-glycero-3-phosphocholine CCCCCCCCCCCCCCCCCCCCC(=O)OC[C@H](COP(=O)([O-])OCC[N+](C)(C)C)OC(=O)CCCCCCCCC/C=C\C/C=C\CCCCC